ClC1=C(C(=CC=C1)O)C1=C(C2=C(CN3[C@@H](CO2)CN(CC3)C(=O)OC(C)(C)C)C=C1OCC1=CC=NC=C1)F tert-butyl (12aR)-9-(2-chloro-6-hydroxyphenyl)-10-fluoro-8-[(pyridin-4-yl)methoxy]-3,4,12,12a-tetrahydro-6H-pyrazino[2,1-c][1,4]benzoxazepine-2(1H)-carboxylate